but-3-en-1-yl 2-[1-[(2,3-difluorophenyl)methyl]-5-oxopyrrolidin-2-yl]acetate FC1=C(C=CC=C1F)CN1C(CCC1=O)CC(=O)OCCC=C